CN1C(CC(CC1(C)C)CN)(C)C 1,2,2,6,6-pentamethyl-4-aminomethylpiperidine